Cl.N1=CNC(C=C1)=O Pyrimidine-4-one hydrochloride